CN(C1(CCC2(CNC(N2)=O)CC1)C1=CC(=CC=C1)OC)C (CIS)-8-(dimethylamino)-8-(3-methoxyphenyl)-1,3-diazaspiro[4.5]decan-2-one